(2R)-3-[benzyl(methyl)amino]-2-(tert-butoxycarbonylamino)propanoic acid C(C1=CC=CC=C1)N(C[C@H](C(=O)O)NC(=O)OC(C)(C)C)C